1-[6-(bromomethyl)-2-quinolinyl]cyclobutanol BrCC=1C=C2C=CC(=NC2=CC1)C1(CCC1)O